isopropyl 4-((4-hydroxy-2-methylcyclohexyl)amino)-1H-pyrrolo[2,3-b]pyridine-5-carboxylate OC1CC(C(CC1)NC1=C2C(=NC=C1C(=O)OC(C)C)NC=C2)C